2'-monophosphoadenosine-5'-diphosphate P(O)(=O)(OP(=O)(O)O)OC[C@@H]1[C@H]([C@H]([C@@H](O1)N1C=NC=2C(N)=NC=NC12)OP(=O)(O)O)O